IC1=CC=2C(=NC=CC2S1)C1C(NC(CC1)=O)=O 3-(2-iodothieno[3,2-c]pyridin-4-yl)piperidine-2,6-dione